CN(C=CC(=O)C1=C(C=C(C=C1)OC)O)C 3-dimethylamino-1-(2-hydroxy-4-methoxyphenyl)prop-2-en-1-one